8-(Cyclohexylmethyl)imidazo[1,2-a]pyrazine-6-carbonitrile C1(CCCCC1)CC=1C=2N(C=C(N1)C#N)C=CN2